1,3,5,7-tetra(4-phosphonophenyl)adamantane P(=O)(O)(O)C1=CC=C(C=C1)C12CC3(CC(CC(C1)(C3)C3=CC=C(C=C3)P(=O)(O)O)(C2)C2=CC=C(C=C2)P(=O)(O)O)C2=CC=C(C=C2)P(=O)(O)O